SC(CCCC(=O)NCCCNC(C(=C)C)=O)CCS (5,7-dimercapto)-N-(3-methacrylamidopropyl)heptanamide